COC=1C=C2C3(C(NC2=CC1)=O)C(C3)C3=CC=C1C(=NNC1=C3)/C=C/C3=CC=C(CN1CCC(CC1)(C#N)C)C=C3 1-(4-((E)-2-(6-(5'-methoxy-2'-oxospiro[cyclopropan-1,3'-indolin]-2-yl)-1H-indazol-3-yl)vinyl)benzyl)-4-methylpiperidine-4-carbonitrile